C(C)(C)(C)C=1SC(=C(N1)C1=C(C(=CC=C1)NS(=O)(=O)C1=C(C=CC=C1F)F)F)C1=NC(=NC=C1)CCCC(=O)O 4-(4-(2-(tert-butyl)-4-(3-((2,6-difluorophenyl)sulfonamido)-2-fluorophenyl)thiazol-5-yl)pyrimidin-2-yl)butanoic acid